BrC=1C=C2C=NN(C2=CC1C(=O)[O-])CC(C)C 5-bromo-1-isobutyl-1H-indazole-6-carboxylate